C(=O)(O)[C@H](CC(=O)N1CC2=C(C(=C(C(=C2C1)F)OCCCOC1=CC2=C(SC(=C2)C(C[C@@H](C(=O)O)C)=O)C(=C1OC)F)OC)F)C (S)-4-(5-(3-((2-((S)-3-carboxybutanoyl)-4,7-difluoro-6-methoxy-isoindolin-5-yl)oxy)propoxy)-7-fluoro-6-methoxybenzo[b]thiophen-2-yl)-2-methyl-4-oxobutanoic acid